C(=O)(O)C1=CC=C(C=C1)C1=NC(=NC(=N1)C1=CC=C(C=C1)C(=O)O)C1=CC=C(C=C1)C(=O)O 2,4,6-tris(4-carboxyphenyl)-s-triazine